C(C)OC=1C=C2SC=3C=CC(=CC3N(C2=CC1)C(C)C)C(=O)NCC1=CC=C(C=C1)S(=O)(=O)CC 7-Ethoxy-N-(4-(ethylsulfonyl)benzyl)-10-isopropyl-phenothiazine-2-carboxamide